N-(4-((6-cyano-1-methyl-2-oxo-1,2-dihydro-1,5-naphthyridin-4-yl)(methyl)amino)cyclohexyl)-N-(4-fluorophenyl)cyclopropanecarboxamide C(#N)C=1N=C2C(=CC(N(C2=CC1)C)=O)N(C1CCC(CC1)N(C(=O)C1CC1)C1=CC=C(C=C1)F)C